NC1=CC(=NO1)C1CCN(CC1)C(=O)C1=CC=CC=C1 (4-(5-aminoisoxazol-3-yl)piperidin-1-yl)(phenyl)methanone